COP(=O)(OC)CP(OC1=C(C(=CC(=C1)CCCCC)OP([O-])(=O)CP(=O)(OC)OC)C1C(CCC(=C1)C)C(=C)C)([O-])=O (5'-methyl-4-pentyl-2'-(prop-1-en-2-yl)-1',2',3',4'-tetrahydro-[1,1'-biphenyl]-2,6-diyl) bis(((dimethoxyphosphoryl)methyl) phosphonate)